(S)-ethyl 8-(2-amino-6-((R)-1-(3'-chloro-[1,1'-biphenyl]-2-yl)-2,2,2-trifluoroethoxy)pyrimidin-4-yl)-2,8-diazaspiro[4.5]decane-3-carboxylate NC1=NC(=CC(=N1)N1CCC2(C[C@H](NC2)C(=O)OCC)CC1)O[C@@H](C(F)(F)F)C1=C(C=CC=C1)C1=CC(=CC=C1)Cl